2-(2,6-dioxopiperidin-3-yl)-4-(((1-(1-(1-(4-fluorophenyl)cyclohexane-1-carbonyl)piperidin-4-yl)-1H-pyrazol-4-yl)methyl)amino)isoindoline-1,3-dione O=C1NC(CCC1N1C(C2=CC=CC(=C2C1=O)NCC=1C=NN(C1)C1CCN(CC1)C(=O)C1(CCCCC1)C1=CC=C(C=C1)F)=O)=O